5-{6-[2-(4-Bromo-3-chloro-phenyl)-ethylamino]-pyrimidin-4-yl}-3-ethoxy-thiophen BrC1=C(C=C(C=C1)CCNC1=CC(=NC=N1)C1=CC(=CS1)OCC)Cl